BrC1=CC(=C(C=C1)O)C(C)N(C)C 4-bromo-2-(1-(dimethylamino)ethyl)phenol